[N+](=O)([O-])C=1C=C(C(=O)N2CC=3NC4=CC=CC=C4C3CC2)C=CC1 2-(3-nitrobenzoyl)-2,3,4,9-tetrahydro-1H-β-carboline